ClC=1C=2N(C=C(C1)S(NC1(CC1)C#N)(=O)=O)C(=CN2)C(=O)OCC Ethyl 8-chloro-6-(N-(1-cyanocyclopropyl)sulfamoyl)imidazo[1,2-a]pyridine-3-carboxylate